C1=CC=CC=2C3=CC=CC=C3N(C12)C1=C(C(=C(C=C1)N(C1=CC=CC=C1)C1=CC=CC=C1)N1C2=CC=CC=C2C=2C=CC=CC12)N1C2=CC=CC=C2C=2C=CC=CC12 tri(carbazole-9-yl)triphenylamine